ClN1C(NC2(C3=C(C=CC=C13)OC1=C(C=CC=C1C1=NNC(N1)=O)F)CCCCC2)=O chloro-5'-[2-fluoro-6-(5-oxo-4,5-dihydro-1H-1,2,4-triazol-3-yl)phenoxy]-1'H-spiro[cyclohexane-1,4'-quinazoline]-2'(3'H)-one